C(C)C1=NN=C(S1)N1OCC2=C1C=CC=C2 N-(5-ethyl-1,3,4-thiadiazol-2-yl)benzo[c]isoxazole